3-(3,4-difluoro-2-vinyl-phenyl)-4,5-dimethyl-5-(trifluoromethyl)tetrahydrofuran-2-carboxamide FC=1C(=C(C=CC1F)C1C(OC(C1C)(C(F)(F)F)C)C(=O)N)C=C